N-hexyl-diethanolamine C(CCCCC)N(CCO)CCO